C1(=CC=CC2=CC=CC=C12)C1=NC(=NC(=N1)C1=CC=CC=C1)C1=C(C=CC=C1)C=1C=C2C=3C=CC(=CC3C3(C2=CC1)CCCCC3)C#N 6'-(2-(4-(naphthalen-1-yl)-6-phenyl-1,3,5-triazin-2-yl)phenyl)spiro[cyclohexane-1,9'-fluorene]-2'-carbonitrile